phenyl (5-phenylthiophen-3-yl)carbamate C1(=CC=CC=C1)C1=CC(=CS1)NC(OC1=CC=CC=C1)=O